N[C@@H](CC(=O)O)C(=O)O |r| racemic-aspartic acid